1-palmityl-2-stearoyl-sn-glycerol C(CCCCCCCCCCCCCCC)OC[C@@H](OC(CCCCCCCCCCCCCCCCC)=O)CO